(3-cyano-4-(1-cyclopropylethoxy)phenyl)-2-fluoro-5-(4,4,5,5-tetramethyl-1,3,2-dioxaborolan-2-yl)benzamide C(#N)C=1C=C(C=CC1OC(C)C1CC1)C=1C(=C(C(=O)N)C=C(C1)B1OC(C(O1)(C)C)(C)C)F